N(=C=O)C(C(=O)[O-])CCC(=O)[O-] Isocyanatoglutarate